BrC1=CC=C2N=CC(=NC2=C1)N1CC2(C1)CCOCC2 2-(7-Bromoquinoxaline-2-yl)-7-oxa-2-azaspiro[3.5]nonane